NC1CC(CC(C1)(C)C\N=C(/O)\C1=CC=C(C(=O)O)C=C1)(C)C 4-[(Z)-N-[(5-amino-1,3,3-trimethyl-cyclohexyl)-methyl]-C-hydroxy-carbonimidoyl]benzoic acid